5-(4-pyridyloxy)pyrazole N1=CC=C(C=C1)OC1=CC=NN1